2-maleinimidoethyl-mesylate C1(C=CC(N1CCCS(=O)(=O)[O-])=O)=O